2-methoxy-6-(naphthalen-1-yl)-5H-pyrrolo[3,2-b:5,4-c']dipyridine hydrochloride Cl.COC1=CC=C2C(=N1)C1=C(C(=NC=C1)C1=CC=CC3=CC=CC=C13)N2